[1,3]diazocin N1=CN=CC=CC=C1